CC1=NC(=NC=2N([C@H](C(N(C12)C)=O)C)C)N[C@@H]1C[C@H](C1)OC1=C(C(=C(C=C1)F)F)F (7S)-4,5,7,8-tetramethyl-2-((trans-3-(2,3,4-trifluorophenoxy)cyclobutyl)-amino)-7,8-dihydropteridin-6(5H)-one